4-((6-(5-(trifluoromethyl)-1,2,4-oxadiazol-3-yl)pyridin-3-yl)imino)-1,4lambda6-oxathiane 4-oxide FC(C1=NC(=NO1)C1=CC=C(C=N1)N=S1(CCOCC1)=O)(F)F